N1(C=NC=C1)CC(=O)O 2-(1-imidazolyl)acetic acid